COC(=O)N1CCCC2=NC(=CC=C12)C1(CC1)C(NC1=CC=C(C=C1)F)=O Methyl-6-{1-[(4-fluorophenyl)carbamoyl]cyclopropyl}-3,4-dihydro-1,5-naphthyridin-1(2H)-carboxylat